C(C)(C)(C)OC(=O)N1C[C@@](CC1)(C(=O)O)C (R)-1-(tert-butoxycarbonyl)-3-methylpyrrolidine-3-carboxylic acid